ClC1=C(C(=C(C(=O)NC2=CC=C(C=C2)C(\C=C\C2=CC=C(C=C2)N(C)CCO)=O)C(=C1F)F)F)F 4-Chloro-2,3,5,6-tetrafluoro-N-[4-[(E)-3-[4-[2-hydroxyethyl-(methyl)amino]phenyl]prop-2-enoyl]phenyl]benzamide